ClC1=CC=C(N=N1)C(C)N1N=NC(=C1)C1=C2C=NN(C2=CC(=C1)OC)C1OCCCC1 4-[1-[1-(6-chloropyridazin-3-yl)ethyl]triazol-4-yl]-6-methoxy-1-tetrahydropyran-2-yl-indazole